(1-methyl-6-((5-(3-(4-(trifluoromethyl)phenyl)-1,2,4-oxadiazol-5-yl)pyrazin-2-yl)oxy)-1H-indol-2-yl)(4-(3-(2,2,2-trifluoroethoxy)benzyl)piperazin-1-yl)methanone CN1C(=CC2=CC=C(C=C12)OC1=NC=C(N=C1)C1=NC(=NO1)C1=CC=C(C=C1)C(F)(F)F)C(=O)N1CCN(CC1)CC1=CC(=CC=C1)OCC(F)(F)F